methyl [{(6S,7S)-3-(benzyloxy)-7-[(tert-butoxycarbonyl)amino]-1-fluoro-6-hydroxy-5,6,7,8-tetrahydronaphthalen-2-yl}(trifluoroacetyl)amino]acetate C(C1=CC=CC=C1)OC=1C(=C(C=2C[C@@H]([C@H](CC2C1)O)NC(=O)OC(C)(C)C)F)N(C(C(F)(F)F)=O)CC(=O)OC